C(CCCN=C=O)N=C=O 1,4-butylenediisocyanate